3-(2-chloro-5-(3,5-dimethyl-2,6-dioxo-4-thioxo-1,3,5-triazin-1-yl)-4-fluorophenyl)-6-methyl-5,6-dihydro-4H-1,2-oxazine-6-carboxylic acid tert-butyl ester C(C)(C)(C)OC(=O)C1(CCC(=NO1)C1=C(C=C(C(=C1)N1C(N(C(N(C1=O)C)=S)C)=O)F)Cl)C